(ethyl-(methyl)amino)hafnium C(C)N(C)[Hf]